2,4-dimethyl-1,5-pentanediol tert-butyl(tert-butoxycarbonyl)(3-(3-(4-cyanophenyl)isoxazol-5-yl)-5-(4-(cyclopropylsulfonyl)phenyl)pyrazine-2-yl)carbamate C(C)(C)(C)C1=C(N=C(C(=N1)N(C(=O)OCC(CC(CO)C)C)C(=O)OC(C)(C)C)C1=CC(=NO1)C1=CC=C(C=C1)C#N)C1=CC=C(C=C1)S(=O)(=O)C1CC1